7H-pyrazolo[3,4-b]pyridine-6-thione N=1N=CC=2C1NC(CC2)=S